C1(CCCCC1)CN1CCC(CC1)C=1C=C2C(=C(NC2=CC1)C1=CC(=NC=C1)C)C(C)C 5-(1-(cyclohexylmethyl)piperidin-4-yl)-3-isopropyl-2-(2-methylpyridin-4-yl)-1H-indole